C(#N)C1=CC(=C(OCC2=CC(=NC=C2F)OC2CCCCN2CC2=NC3=C(N2CC2=CN=CN2CC)C=C(C=C3)C(=O)OC)C=C1)F methyl 2-((6-((4-((4-cyano-2-fluorophenoxy)methyl)-5-fluoropyridin-2-yl)oxy)piperidin-1-yl)methyl)-1-((1-ethyl-1H-imidazol-5-yl)methyl)-1H-benzo[d]imidazole-6-carboxylate